C(N)(=O)[C@@]1(CN(CC1)C(=O)OCC1=CC=CC=C1)C 1-benzyl (3S)-3-carbamoyl-3-methyl-pyrrolidine-1-carboxylate